N-(3,4-Difluoro-benzyl)-3-[3-(4-methoxy-benzyl)-3H-imidazo[4,5-b]pyridin-2-yl]-propionamide FC=1C=C(CNC(CCC2=NC=3C(=NC=CC3)N2CC2=CC=C(C=C2)OC)=O)C=CC1F